1-(2-bromo-4-iodophenyl)-3-methylpyridin-4(1H)-one BrC1=C(C=CC(=C1)I)N1C=C(C(C=C1)=O)C